N-methyl-8-azabicyclo[3.2.1]Octan-3-amine CNC1CC2CCC(C1)N2